C1(CCCCC1)ON1C(CC(CC1(C)C)CCCCNN1CN=CN=C1)(C)C N-(1-cyclohexyl-oxy-2,2,6,6-tetramethylpiperidin-4-yl)butylamino-1,3,5-triazin